FC1=CC=C(C=C1)[C@@H]1N(CCC2=CC=CC=C12)C(=O)[C@@H]1OCC(C1)=COC ((S)-1-(4-fluorophenyl)-3,4-dihydroisoquinolin-2(1H)-yl)((R)-4-(methoxymethylene)tetrahydrofuran-2-yl)methanone